5-(5-methyl-3-(trifluoromethyl)-1H-pyrazol-1-yl)picolinonitrile CC1=CC(=NN1C=1C=CC(=NC1)C#N)C(F)(F)F